Ethyl-2-(bromomethyl)-1-((2-(trimethylsilyl)ethoxy)methyl)-1H-thieno[2,3-d]imidazole isopropyl-2-(2-aminoethyl)-1,2,3,4-tetrahydroisoquinoline-7-carboxylate C(C)(C)OC(=O)C1=CC=C2CCN(CC2=C1)CCN.C(C)C1=CC2=C(N=C(N2COCC[Si](C)(C)C)CBr)S1